C(C)(=O)C1=CC=C(C=C1)N1CN2N(CC=C3C2C=2C=CC(=CC2OC3(C)C)C3=CC(=NN3C)C)C1 2-(4-acetylphenyl)-10-(1,3-dimethyl-1H-Pyrazol-5-yl)-7,7-dimethyl-5,12b-dihydro-1H,7H-chromeno[4,3-c][1,2,4]triazolo[1,2-a]Pyridazine